CCCCCCCC\C=C/C\C=C/C\C=C/CC (9Z,12Z,15Z)-9,12,15-Octadecatrien